methyl 5-(5-((tert-butoxycarbonyl)(methyl)amino)pyrimidin-2-yl)-3-methylpicolinate C(C)(C)(C)OC(=O)N(C=1C=NC(=NC1)C=1C=C(C(=NC1)C(=O)OC)C)C